(2S)-2-{[(2S)-1-[(2S,3E,5S)-5-amino-2-benzyl-7-methyloct-3-enoyl]Pyrrolidin-2-yl]formamido}-5-carbamimidamido-N-(1-oxyl-2,2,6,6-tetramethylpiperidin-4-yl)pentanamide N[C@H](/C=C/[C@@H](C(=O)N1[C@@H](CCC1)C(=O)N[C@H](C(=O)NC1CC(N(C(C1)(C)C)O)(C)C)CCCNC(=N)N)CC1=CC=CC=C1)CC(C)C